C(C=C)(=O)OC12CC3(CC(CC(C1)C3)C2)C 3-Methyl-1-adamantyl acrylate